(S)-3-hydroxybutanoic acid O[C@H](CC(=O)O)C